TMStrimethyl-silicon [Si](C)(C)(C)[Si](C)(C)C